(S)-2-(5-(3-cyano-6-ethoxypyrazolo[1,5-a]pyridin-4-yl)pyridin-2-yl)-2,7-diazaspiro[4.5]decane-7-carboxylic acid tert-butyl ester C(C)(C)(C)OC(=O)N1C[C@]2(CCN(C2)C2=NC=C(C=C2)C=2C=3N(C=C(C2)OCC)N=CC3C#N)CCC1